C(C1=CC=CC=C1)OC(CCC=C)(C(F)(F)F)C1=NN=C(O1)C1=NC(=C(C=C1NC(OC(C)(C)C)=O)C(F)(F)F)N(CCNC)C tert-butyl N-[2-[5-[1-benzyloxy-1-(trifluoromethyl)pent-4-enyl]-1,3,4-oxadiazol-2-yl]-6-[methyl-[2-(methylamino)ethyl]amino]-5-(trifluoromethyl)-3-pyridyl]carbamate